IC1=CC=C(C=C1)C1=CC=C(C=C1)F 4-iodo-4'-fluorobiphenyl